2-(4-(4-((4-fluoro-2-isopropoxyphenyl)amino)pyrido[3,2-d]pyrimidin-6-yl)-1H-pyrazol-1-yl)-1-(piperazin-1-yl)ethan-1-one FC1=CC(=C(C=C1)NC=1C2=C(N=CN1)C=CC(=N2)C=2C=NN(C2)CC(=O)N2CCNCC2)OC(C)C